(S)-1-(7-(8-ethynyl-7-fluoro-3-(trifluoromethyl)naphthalen-1-yl)-8-fluoro-4-(methyl(pyrrolidin-2-ylmethyl)amino)pyrido[4,3-d]pyrimidin-2-yl)-4-methylpiperidin-4-ol C(#C)C=1C(=CC=C2C=C(C=C(C12)C1=C(C=2N=C(N=C(C2C=N1)N(C[C@H]1NCCC1)C)N1CCC(CC1)(O)C)F)C(F)(F)F)F